C1N(CCC2=CC=CC=C12)C=1N=CC2=C(N1)CN(C2)C#N (3,4-dihydroisoquinolin-2(1H)-yl)-5,7-dihydro-6H-pyrrolo[3,4-d]pyrimidine-6-carbonitrile